((1H-pyrazol-3-yl)methyl)-3-(3-chloro-4-fluorophenyl)-1-(4-methoxyphenyl)urea N1N=C(C=C1)CN(C(=O)NC1=CC(=C(C=C1)F)Cl)C1=CC=C(C=C1)OC